3-(2,6-dioxo-3-piperidyl)-8-fluorosulfonyloxy-imidazo[1,2-a]pyridine O=C1NC(CCC1C1=CN=C2N1C=CC=C2OS(=O)(=O)F)=O